propylene glycol tert-butyl-(3-(aminomethyl)phenyl)carbamate C(C)(C)(C)N(C(O)=O)C1=CC(=CC=C1)CN.C(C(C)O)O